ClC=1C=CC(N2C=CC=CC12)=O 1-chloro-4-oxo-quinolizine